(E)-3-(furan-2-yl)-1-(6-methoxy-2,4-bis(methoxymethoxy)-3-(3-methylbut-2-en-1-yl)phenyl)prop-2-en-1-one O1C(=CC=C1)/C=C/C(=O)C1=C(C(=C(C=C1OC)OCOC)CC=C(C)C)OCOC